N-(2-(3-chlorobenzyl)-3-hydroxypropyl)-2-(3,4-difluorophenyl)morpholine-4-carboxamide ClC=1C=C(CC(CNC(=O)N2CC(OCC2)C2=CC(=C(C=C2)F)F)CO)C=CC1